NC(C(=O)O)CC1=CC=NC=C1 amino-3-(pyridin-4-yl)propanoic acid